N-octyl-N'-undecylurea C(CCCCCCC)NC(=O)NCCCCCCCCCCC